(R)-N-(1-hydroxybutan-2-yl)-6-methoxy-8-(4-(trifluoromethyl)piperidin-1-yl)quinoline-3-carboxamide OC[C@@H](CC)NC(=O)C=1C=NC2=C(C=C(C=C2C1)OC)N1CCC(CC1)C(F)(F)F